7-methoxy-N-((S)-4-methyl-1-oxo-1-(((S)-3-oxo-1-((S)-2-oxopyrrolidin-3-yl)-4-(trifluoromethoxy)butan-2-yl)amino)pentan-2-yl)benzofuran-2-carboxamide COC1=CC=CC=2C=C(OC21)C(=O)N[C@H](C(N[C@@H](C[C@H]2C(NCC2)=O)C(COC(F)(F)F)=O)=O)CC(C)C